OCCN(CCO)CP(OCC)(OCC)=O Diethyl [bis(2-hydroxyethyl)amino]methylphosphonat